C1=CC(=C(C=C1[C@@H]2[C@H](C(=O)C3=C(C=C(C=C3O2)O)[O-])O)O)O The molecule is a flavonoid oxoanion that is the conjugate base of (+)-taxifolin, arising from selective deprotonation of the 7-hydroxy group; major species at pH 7.3. It is a conjugate base of a (+)-taxifolin.